C(N)(OC1=CC(=C(C=C1)C1=CC=C(C=C1)[C@H](C)NC1=NC=CC(=N1)NS(=O)(=O)C1=CC=C(C=C1)[N+](=O)[O-])C(C)(C)C)=O tert-butyl-(S)-(4'-(1-((4-((4-nitrophenyl) sulfonylamino) pyrimidin-2-yl) amino) ethyl)-[1,1'-biphenyl]-4-yl) carbamate